furanphthalonitrile O1C(=CC=C1)C=1C=CC=C(C1C#N)C#N